N-(azetidin-3-yl)butanamide hydrochloride Cl.N1CC(C1)NC(CCC)=O